tert-butyl (1,1-dioxido-3-oxotetrahydro-2H-thiopyran-4-yl)carbamate O=S1(CC(C(CC1)NC(OC(C)(C)C)=O)=O)=O